COCCOCCOCC(=C)C1=CC(=CC=C1)C(=C)COCCOCCOC 1,3-bis(3-(2-(2-methoxyethoxy)ethoxy)prop-1-en-2-yl)benzene